C1(CC1)C1=NN2C(N(C([C@H](CC2)NC(=O)C2=NN(C=N2)CC2=CC(=C(C=C2)F)F)=O)C)=C1 (S)-N-(2-Cyclopropyl-4-methyl-5-oxo-5,6,7,8-tetrahydro-4H-pyrazolo[1,5-a][1,3]diazepin-6-yl)-1-(3,4-difluorobenzyl)-1H-1,2,4-triazol-3-carboxamid